C1=C(C=CC2=CC=CC=C12)C1=CC=C(C=C1)NC1=CC=C(C=C1)C1=CC=CC=C1 N-(4-(2-naphthyl)phenyl)-[1,1'-biphenyl]-4-amine